NC=1C=C(C=CC1Cl)C(CC(=O)OC(C)(C)C)CC1(CC1)C tert-Butyl 3-(3-amino-4-chlorophenyl)-4-(1-methylcyclopropyl)butanoate